ClC1=CN=CC(=N1)CN[C@@H](COC1=NC(=NC(=C1)C1=C(C=CC=C1C)C)NS(=O)(=O)C=1C=C(C(=O)O)C=CC1)CC1CCCCC1 3-[[4-[(2R)-2-[(6-chloropyrazin-2-yl)methylamino]-3-cyclohexyl-propoxy]-6-(2,6-dimethylphenyl)pyrimidin-2-yl]sulfamoyl]benzoic acid